2-((1R,2R)-1-(5-carbamoyl-1H-pyrazol-1-yl)-1-(2-chlorophenyl)propan-2-yl)-5-hydroxy-N-(isoxazol-4-yl)-1-methyl-6-oxo-1,6-dihydropyrimidine-4-carboxamide C(N)(=O)C1=CC=NN1[C@H]([C@@H](C)C=1N(C(C(=C(N1)C(=O)NC=1C=NOC1)O)=O)C)C1=C(C=CC=C1)Cl